cyano{3-[(3-methoxypropyl)amino]cyclohex-2-en-1-ylidene}acetic acid 2-ethoxyethyl ester C(C)OCCOC(C(=C1C=C(CCC1)NCCCOC)C#N)=O